N1(CCC1)C1CC(C1)N1N=CC(=C1)C1=NC2=C(C(=CC=C2N=C1)OC1=CC2=C(N=C(N2)C)C=C1)Cl 2-[1-[3-(Azetidin-1-yl)cyclobutyl]pyrazol-4-yl]-8-chloro-7-[(2-methyl-3H-benzimidazol-5-yl)oxy]quinoxaline